(3S)-N-((1R,2R,4S)-7-cyano-7-azabicyclo[2.2.1]heptan-2-yl)-1-(4-cyano-2-fluorophenyl)-3-pyrrolidinecarboxamide C(#N)N1[C@H]2[C@@H](C[C@@H]1CC2)NC(=O)[C@@H]2CN(CC2)C2=C(C=C(C=C2)C#N)F